The molecule is an organic sodium salt and an organosulfur insecticide. It has a role as a proherbicide, a proinsecticide, a profungicide and a pronematicide. It contains a metam(1-). CNC(=S)[S-].[Na+]